4-(3-(2-fluoropropyl)phenyl)butanoic acid FC(CC=1C=C(C=CC1)CCCC(=O)O)C